NC=1C2=C(N=CN1)N(C=C2)[C@@H]2C=C([C@H]([C@H]2O)O)CCC2=CC=C1C=CC(=NC1=C2)NC (1S,2R,5R)-5-(4-amino-7H-pyrrolo[2,3-d]pyrimidin-7-yl)-3-(2-(2-(methylamino)quinolin-7-yl)ethyl)cyclopent-3-ene-1,2-diol